6-chloro-4-(4-(4-fluorophenoxy)piperidin-1-yl)-1-methyl-2-oxo-1,2-dihydro-1,5-naphthyridine-3-carbonitrile ClC=1N=C2C(=C(C(N(C2=CC1)C)=O)C#N)N1CCC(CC1)OC1=CC=C(C=C1)F